N-[[4-(4-amino-1-cyclopentyl-pyrazolo[3,4-D]pyrimidin-3-yl)phenyl]methyl]-3-fluoro-2-methoxy-benzamide NC1=C2C(=NC=N1)N(N=C2C2=CC=C(C=C2)CNC(C2=C(C(=CC=C2)F)OC)=O)C2CCCC2